N-ethyl-5-fluoro-2-((5-(2-((5S)-5-hydroxy-6-((2-methoxyethyl)(methyl)amino)-2-methylhexan-3-yl)-2,6-diazaspiro[3.4]oct-6-yl)-1,2,4-triazin-6-yl)oxy)-N-isopropylbenzamide C(C)N(C(C1=C(C=CC(=C1)F)OC1=C(N=CN=N1)N1CC2(CN(C2)C(C(C)C)C[C@@H](CN(C)CCOC)O)CC1)=O)C(C)C